6-chloro-9-(2-pyrimidinyl)-1,2,3,9-tetrahydrocarbazole-4-one ClC=1C=C2C=3C(CCCC3N(C2=CC1)C1=NC=CC=N1)=O